C(C1=CC=CC=C1)(=O)SC[C@@H](C#C)NC(=O)OCC1=CC=CC=C1 benzyl {[(2R)-1-(benzoylsulfanyl)but-3-yn-2-yl]amino}methanoate